1-[3-(1-Amino-2-{[tert-butyl-(dimethyl)silyl]oxy}ethyl)-5-chloro-2-ethoxy-4-fluorophenyl]ethanone NC(CO[Si](C)(C)C(C)(C)C)C=1C(=C(C=C(C1F)Cl)C(C)=O)OCC